S(=O)(=O)([O-])[O-].C[N+](CC1=CC=C(C=C1)NC(C(=C)C)=O)(C)C.C[N+](CC1=CC=C(C=C1)NC(C(=C)C)=O)(C)C N,N,N-Trimethyl-4-[(2-methyl-1-oxo-2-propen-1-yl)amino]benzenemethanaminium sulfate